NN1N=CC=C1 2-aminopyrazol